3-(6-chloro-5-(4'-chloro-2'-hydroxy-3'-methoxy-[1,1'-biphenyl]-4-yl)-1H-indazol-3-yl)-propanoic acid ClC1=C(C=C2C(=NNC2=C1)CCC(=O)O)C1=CC=C(C=C1)C1=C(C(=C(C=C1)Cl)OC)O